(R)-N-(5-(2-aminopyrazolo[1,5-a]pyridin-5-yl)-2-methylphenyl)-3-phenylbenzo[d]isoxazole-2(3H)-carboxamide NC1=NN2C(C=C(C=C2)C=2C=CC(=C(C2)NC(=O)N2OC3=C([C@H]2C2=CC=CC=C2)C=CC=C3)C)=C1